ClC1=CC(=C(C=2OC3(CCC(CC3)CN(C)C)OC21)C)C(=O)NCC=2C(NC(=CC2C)C)=O 4-chloro-N-[(4,6-dimethyl-2-oxo-1H-pyridin-3-yl)methyl]-4'-[(dimethylamino)methyl]-7-methylspiro[1,3-benzodioxole-2,1'-cyclohexane]-6-carboxamide